COC=1C=C2C(=NN(C2=CC1)C1=CC=C(C=C1)OC(F)(F)F)C1CC(N(CC1)C(CN1CCOCC1)=O)C(F)(F)F 1-[4-[5-methoxy-1-[4-(trifluoromethoxy)phenyl]indazol-3-yl]-2-(trifluoromethyl)-1-piperidyl]-2-morpholino-ethanone